CN1CCN(CC1)C1=CC=C(CNC2=CC(=NC=C2)CN2CCCCC2)C=C1 N-(4-(4-methylpiperazin-1-yl)benzyl)-2-(piperidin-1-ylmethyl)pyridin-4-amine